IC=1C2=C(SC1)C=C(C=C2)N2C1=CC=CC=C1C=1C=CC=CC21 9-(3-iodobenzo[b]thiophen-6-yl)-9H-carbazole